COC1N(CCCC1OCC1=CC(=CC=C1)OC)C(=O)OCC1=CC=CC=C1 Benzyl 2-methoxy-3-[(3-methoxyphenyl)methoxy]piperidine-1-carboxylate